C(C)(C)(C)C1=CC=C(C(=O)NC(NC2=C(C=CC=C2)F)=O)C=C1 4-(tert-butyl)-N-((2-fluorophenyl)carbamoyl)benzamide